NC1=C(C=C(C=C1)C1=NN(C(=C1C(=O)N)NC1=NC(=CC=C1)C(F)(F)F)C(C)(C)C)OCC(C)C 3-[4-amino-3-(2-methylpropoxy)phenyl]-1-tert-butyl-5-{[6-(trifluoromethyl)pyridin-2-yl]amino}-1H-pyrazole-4-carboxamide